Ethyl 2-(4-((4-(4-fluorophenyl)-5-oxo-4,5-dihydro-1H-1,2,4-triazol-1-yl) methyl)-2,6-dimethylphenoxy)-2-methylpropionate FC1=CC=C(C=C1)N1C=NN(C1=O)CC1=CC(=C(OC(C(=O)OCC)(C)C)C(=C1)C)C